C(C)(C)(C)OC(NC1C(OCC12CCNCC2)C)=O 3-methyl-2-oxa-8-azaspiro[4.5]decan-4-yl-carbamic acid tert-butyl ester